C1(=CC=CC=C1)S(=O)(=O)N1C(=CC=2C1=NC=CC2C2=CC=C(C=C2)NC(=O)[C@H](CC(C)C)NC(OC(C)(C)C)=O)C tert-Butyl N-[(1S)-1-[[4-[1-(benzenesulfonyl)-2-methyl-pyrrolo[2,3-b]pyridin-4-yl]phenyl]carbamoyl]-3-methyl-butyl]carbamate